NC1=CC2=C(OC3(CCC3)C(N2CC#C)=O)C=C1F 6-amino-7-fluoro-4-(prop-2-yn-1-yl)spiro[benzo[b][1,4]oxazin-2,1'-cyclobutane]-3(4H)-one